COC1=CC=CC(=C1C1=C(C=CC=C1OC)P(C1=CC(=C(C(=C1)C(C)(C)C)OC)C(C)(C)C)C1=CC(=C(C(=C1)C(C)(C)C)OC)C(C)(C)C)P(C1=CC(=C(C(=C1)C(C)(C)C)OC)C(C)(C)C)C1=CC(=C(C(=C1)C(C)(C)C)OC)C(C)(C)C (R)-(6,6'-dimethoxybiphenyl-2,2'-diyl)-bis[bis(3,5-di-tert-butyl-4-methoxyphenyl)phosphine]